C1(CC1)N(C(C)=O)C=1C2=C(N=C(N1)OC[C@]13CCCN3C[C@@H](C1)F)C(=C(N=C2)C2=CC(=CC1=CC=C(C(=C21)C#C)F)O)F N-cyclopropyl-N-(7-(8-ethynyl-7-fluoro-3-hydroxynaphthalen-1-yl)-8-fluoro-2-(((2R,7aS)-2-fluorotetrahydro-1H-pyrrolizin-7a(5H)-yl)methoxy)pyrido[4,3-d]pyrimidin-4-yl)acetamide